C(C)(C)(C)OC(=O)C1=CC=NC2=CC=C(C=C12)N1C[C@H](OC[C@H]1C)C 6-((2R,5R)-2,5-dimethylmorpholino)quinoline-4-carboxylic acid tert-butyl ester